N1=CC(=CC=C1)C1N(CCCC1)C1=CC=CC(=N1)C=1C=NC=CC1 6-(2-(pyridin-3-yl)piperidin-1-yl)-[2,3'-bipyridine]